3-(4-fluoro-2,3-dihydrobenzofuran-7-yl)-4,5-dimethyl-5-(trifluoromethyl)tetrahydrofuran-2-carboxylic acid FC1=CC=C(C2=C1CCO2)C2C(OC(C2C)(C(F)(F)F)C)C(=O)O